C(CC(C)C)N1C(=CC=C1)C(\C=C\C1=CC=CC=C1)=O (E)-1-(N-isopentyl-pyrrol-2-yl)-3-phenylprop-2-en-1-one